C(C)OC1=C(C(=C(OCS(=O)(=O)C=2SC=CN2)C(=C1F)F)F)F (((4-ethoxy-2,3,5,6-tetrafluorophenoxy)methyl)sulfonyl)thiazole